Ethyl 4-hydroxy-7-isopropyl-11-oxo-7,11-dihydro-6H-furo[2,3-H]pyrido[2,1-a]isoquinoline-10-carboxylate OC1=CC=2CC(N3C(C2C2=C1OC=C2)=CC(C(=C3)C(=O)OCC)=O)C(C)C